4-(2-fluoro-4-(trifluoromethyl)benzyl)-N-hydroxy-3-oxo-3,4-dihydro-2H-benzo[b][1,4]oxazine-6-carboxamide FC1=C(CN2C3=C(OCC2=O)C=CC(=C3)C(=O)NO)C=CC(=C1)C(F)(F)F